4-(5-((6-(3,5-dichlorophenyl)-4-(methoxycarbonyl)pyridin-2-yl)oxy)pyrimidin-2-yl)piperazine-1-carboxylic acid tert-butyl ester C(C)(C)(C)OC(=O)N1CCN(CC1)C1=NC=C(C=N1)OC1=NC(=CC(=C1)C(=O)OC)C1=CC(=CC(=C1)Cl)Cl